C(C1=CC=CC=C1)OC(=O)N1C[C@@H](CC1)OC=1C=C2C(NC(=NC2=C(C1)C)C1=CC2=C(C=N1)C=CS2)=O (3R)-3-[(8-methyl-4-oxo-2-thieno[3,2-c]pyridin-6-yl-3H-quinazolin-6-yl)oxy]pyrrolidine-1-carboxylic acid benzyl ester